(S)-4'-(6-methyl-2-oxo-3-(pyrrolidin-3-yl)-2,3-dihydro-1H-imidazo[4,5-b]pyridin-1-yl)-[1,1'-biphenyl]-4-carboxylic acid methyl ester hydrochloride Cl.COC(=O)C1=CC=C(C=C1)C1=CC=C(C=C1)N1C(N(C2=NC=C(C=C21)C)[C@@H]2CNCC2)=O